{[5-(3-Cyano-phenyl)-3-hydroxy-pyridine-2-carbonyl]-amino}-acetic acid methyl ester COC(CNC(=O)C1=NC=C(C=C1O)C1=CC(=CC=C1)C#N)=O